C1(CC1)NC1=CC=C(C(=N1)F)C1=C(C=NN1C1CCOCC1)C(=O)N[C@@H]1C(NC2=C(C(=N1)C1=CC=CC=C1)C=CC=C2)=O 5-[6-(Cyclopropylamino)-2-fluoropyridin-3-yl]-N-[(3S)-2-oxo-5-phenyl-1,3-dihydro-1,4-benzodiazepin-3-yl]-1-(oxan-4-yl)pyrazole-4-carboxamide